1-(Benzyl(2-hydroxyethyl)amino)-3-(2-ethylhexyl)oxypropan-2-ol C(C1=CC=CC=C1)N(CC(COCC(CCCC)CC)O)CCO